CC=1C=C(OC1C)C(=O)Cl 4,5-dimethylfuran-2-carbonyl chloride